ClC1=C(C=CC=2CN3[C@H](COC21)CNCC3)C3=C2C=NNC2=CC=C3C (12aS)-10-chloro-9-(5-methyl-1H-indazol-4-yl)-1,2,3,4,12,12a-hexahydro-6H-benzo[f]pyrazino[2,1-c][1,4]oxazepine